3-aminopropyl-methylsilane NCCC[SiH2]C